[C@H]12CN(C[C@H](CC1)N2)C2=CC=CC1=C2C=C(O1)C(=O)NC1=CC(=C(C=C1)Cl)C(F)(F)F 4-((1R,5S)-3,8-diazabicyclo[3.2.1]oct-3-yl)-N-(4-chloro-3-(trifluoromethyl)phenyl)benzofuran-2-carboxamide